S(=O)(=O)(OC1=CC(=CC(=C1)OC)OC)[O-].[K+] Potassium 3,5-dimethoxyphenyl sulfate